(1aR,5aR)-2-(2,4-Difluoro-phenyl)-1a,2,5,5a-tetrahydro-1H-2,3-diaza-cyclopropa[a]pentalene-4-carboxylic acid (5-methoxy-pyridin-2-ylmethyl)-amide COC=1C=CC(=NC1)CNC(=O)C=1C=2C[C@@H]3[C@H](C2N(N1)C1=C(C=C(C=C1)F)F)C3